BrC=1C=C2C(=NC1)NC=C2C=2C=NC(=CC2)C 5-bromo-3-(6-methylpyridin-3-yl)-1H-pyrrolo[2,3-b]pyridine